NC1=NN2C(C=C(C=C2)C=2C(=C(C(=O)NC[C@@H]([C@@H](O)C3=CC=C(C=C3)Cl)F)C(=CC2)C)F)=N1 3-(2-amino-[1,2,4]triazolo[1,5-a]pyridin-7-yl)-N-((2s,3s)-3-(4-chlorophenyl)-2-fluoro-3-hydroxypropyl)-2-fluoro-6-methylbenzamide